zirconium bisphenol C1(=CC=CC=C1)O.C1(=CC=CC=C1)O.[Zr]